Methacryloylethyl-trimethylammonium chloride [Cl-].C(C(=C)C)(=O)C[N+](C)(C)CC